(1-(2-amino-5-fluorophenyl)piperidin-4-yl)methanol NC1=C(C=C(C=C1)F)N1CCC(CC1)CO